C(#N)[C@H]1[C@@H](CCCC1)NC1=NC(=NC=C1C)NC=1C=C(C(=C(C(=O)OC)C1)B1OCC(CO1)(C)C)C methyl 5-((4-(((trans)-2-cyanocyclohexyl)amino)-5-methylpyrimidin-2-yl)amino)-2-(5,5-dimethyl-1,3,2-dioxaborinan-2-yl)-3-methylbenzoate